CC=1N(N=C2C(=NN=C(C21)C)N2CCC(CC2)C(=O)NCCCN2CCN(CC2)C)C2=CC=CC=C2 1-(3,4-dimethyl-2-phenyl-2H-pyrazolo[3,4-d]pyridazin-7-yl)-N-(3-(4-methylpiperazin-1-yl)propyl)piperidine-4-carboxamide